FC1=C(C=CC=C1F)C(CCC=C)=O (2,3-difluorophenyl)pent-4-en-1-one